1-chloro-4-{1-(dibenzofuran-3-yl)Naphthalen-2-yl}benzene ClC1=CC=C(C=C1)C1=C(C2=CC=CC=C2C=C1)C=1C=CC2=C(OC3=C2C=CC=C3)C1